3-(pyrrolidin-2-yl)acrylamide N1C(CCC1)C=CC(=O)N